(1-(2-ethyl-5-(5-(1-methoxyprop-2-yl)-4H-1,2,4-triazol-3-yl)-4-methylbenzoyl)piperidin-4-yl)benzonitrile C(C)C1=C(C(=O)N2CCC(CC2)C2=C(C#N)C=CC=C2)C=C(C(=C1)C)C1=NN=C(N1)C(COC)C